Butyl 4-((6-(((benzyloxy) carbonyl)(4-methoxy-2-methylphenyl)amino)-3-methyl-2-oxo-2,3-dihydro-1H-imidazo[4,5-c]pyridin-1-yl)methyl)piperidine-1-carboxylate C(C1=CC=CC=C1)OC(=O)N(C1=CC2=C(C=N1)N(C(N2CC2CCN(CC2)C(=O)OCCCC)=O)C)C2=C(C=C(C=C2)OC)C